O=C(CCNC=1N=[N+](C2=C([N+]1[O-])C=CC=C2)[O-])OC2CCNCC2 3-((3-oxo-3-(piperidin-4-yloxy)propyl)amino)benzo[e][1,2,4]triazine-1,4-dioxide